C(C)(C)(C)OC(=O)N(CC(OS(=O)(=O)C)C1C(N(CC1)C(=O)OC(C)(C)C)=O)C tert-butyl 3-{2-[(tert-butoxycarbonyl)(methyl)amino]-1-(methanesulfonyloxy)ethyl}-2-oxopyrrolidine-1-carboxylate